COC1=C(C=CC=C1)NC=1N=CC2=C(N1)N(C(C=C2C#C[Si](C(C)C)(C(C)C)C(C)C)=O)C=2C=C(C=CC2)NC(C=C)=O N-(3-(2-((2-methoxyphenyl)amino)-7-oxo-5-((triisopropylsilyl)ethynyl)pyrido[2,3-d]pyrimidin-8(7H)-yl)phenyl)acrylamide